COC1=C(C=C(OC1=O)C(=O)O)N1C([C@@H](CC1)OC)=O 5-methoxy-4-[(3R)-3-methoxy-2-oxopyrrolidin-1-yl]-6-oxopyran-2-carboxylic acid